N-(3-((4-hydroxy-1-(2'-nitro-[1,1'-biphenyl]-4-carbonyl)piperidin-4-yl)methyl)-4-oxo-3,4-dihydro-quinazolin-7-yl)-3-(4-methylpiperazin-1-yl)propanamide OC1(CCN(CC1)C(=O)C1=CC=C(C=C1)C1=C(C=CC=C1)[N+](=O)[O-])CN1C=NC2=CC(=CC=C2C1=O)NC(CCN1CCN(CC1)C)=O